tert-butyl (3S)-3-([8-carbamoyl-6-[4-(hydroxymethyl)phenyl] pyrido[3,2-d]pyrimidin-4-yl]amino)piperidine-1-carboxylate C(N)(=O)C1=CC(=NC2=C1N=CN=C2N[C@@H]2CN(CCC2)C(=O)OC(C)(C)C)C2=CC=C(C=C2)CO